C(C)OC(=C([N+](CC)(CC)[O-])OCC)C diethoxy-N,N-diethylprop-1-en-1-amine oxide